3-(6-chloro-1H-indol-3-yl)-3-oxo-propionitrile ClC1=CC=C2C(=CNC2=C1)C(CC#N)=O